8-bromo-N-[1-[3-[5-(difluoromethoxy)-2-pyridyl]pyrazin-2-yl]ethyl]-6-(trifluoromethyl)quinazolin-4-amine BrC=1C=C(C=C2C(=NC=NC12)NC(C)C1=NC=CN=C1C1=NC=C(C=C1)OC(F)F)C(F)(F)F